C(C)(C)(C)OC(=O)N[C@H](C(=O)O)CCC(=N)NO (S)-2-((tert-butoxycarbonyl)amino)-5-(hydroxyamino)-5-iminopentanoic acid